C(C)N1C(=CC(=C1)S(NC(C)C)(=O)=O)C(=O)NC1=CC(=C(C=C1)F)C 1-ethyl-N-(4-fluoro-3-methyl-phenyl)-4-(isopropyl-sulfamoyl)pyrrole-2-carboxamide